BrCC1=C([C@H](N=C(N1)C=1SC=CN1)C1=C(C(=CC=C1)F)Cl)C(=O)OCC (S)-ethyl 6-(bromomethyl)-4-(2-chloro-3-fluorophenyl)-2-(thiazol-2-yl)-1,4-dihydropyrimidine-5-carboxylate